((6aR,9R)-7-allyl-4,6,6a,7,8,9-hexahydroindolo[4,3-fg]quinolin-9-yl)((2S,4S)-2,4-dimethylazetidin-1-yl)methanone C(C=C)N1C[C@@H](C=C2C3=C4C(C[C@@H]12)=CNC4=CC=C3)C(=O)N3[C@H](C[C@@H]3C)C